trans-tert-butyl N-(4-amino cyclohexyl)carbamate N[C@@H]1CC[C@H](CC1)NC(OC(C)(C)C)=O